C1(CC1)C1=C(C(=NO1)COC1=C(C=CC=C1C)C)COC1C[C@H]2CC[C@@H](C1)N2C=2SC1=C(N2)C(=CC(=C1)C(=O)OC)F Methyl 2-((1R,3R,5S)-3-((5-cyclopropyl-3-((2,6-dimethylphenoxy) methyl) isoxazol-4-yl) methoxy)-8-azabicyclo[3.2.1]oct-8-yl)-4-fluorobenzo[d]thiazole-6-carboxylate